N1=CN=CC=2C=CCCC12 7,8-dihydroquinazoline